(4-methylphenyl) (2-pyridyl) ketone N1=C(C=CC=C1)C(=O)C1=CC=C(C=C1)C